C1(CC1)C1=NNC(=C1)NC([C@@H](C)C=1C=NN(C1)C1=CC(=CC(=C1)C)F)=O (S)-N-(3-cyclopropyl-1H-pyrazol-5-yl)-2-(1-(3-fluoro-5-methyl-phenyl)-1H-pyrazol-4-yl)propanamide